CC1=NC2=CC=C(C=C2N=C1C)C(C)N1C[C@@H](N(C[C@H]1C)C=1C=2C(N(C(C1)=O)C)=CNN2)C 7-((2s,5r)-4-(1-(2,3-dimethylquinoxalin-6-yl)ethyl)-2,5-dimethylpiperazin-1-yl)-4-methyl-2,4-dihydro-5H-pyrazolo[4,3-b]pyridin-5-one